(2E)-2-cyano-2-hydroxyimino-acetic acid ethyl ester C(C)OC(/C(=N/O)/C#N)=O